CC=1C(=C(C=CC1)C1=CC(=CC(=C1)C1=CC=C(C=C1)C)C1=CC=CC=C1)C dimethyl-5'-(p-tolyl)-1,1':3',1''-terphenyl